(5-(difluoromethyl)-6-fluoro-[3,4'-bipyridyl]-2'-yl)carbamic acid methyl ester COC(NC1=NC=CC(=C1)C=1C=NC(=C(C1)C(F)F)F)=O